OCCN1C(N(C2=C(C1=O)C(=C(S2)C(=O)OCCC)C)CCC2=CC=CC=C2)=O propyl 3-(2-hydroxyethyl)-5-methyl-2,4-dioxo-1-(2-phenylethyl)-1H,2H,3H,4H-thieno[2,3-d]pyrimidine-6-carboxylate